C(C)(C)(C)OC(=O)NC=1C=C(SC1C)C(=O)O 4-(tert-butoxycarbonylamino)-5-methyl-thiophene-2-carboxylic acid